Glyceryl-stearat C(C(O)CO)OC(CCCCCCCCCCCCCCCCC)=O